N-(8-amino-6-chloro-2,7-naphthyridin-3-yl)cyclopropanecarboxamide NC=1N=C(C=C2C=C(N=CC12)NC(=O)C1CC1)Cl